BrC1=C(C=CC=C1)S(=O)(=O)NC=1C=CC=C2C=CC(=NC12)CN(C)C 2-Bromo-N-(2-((dimethylamino)methyl)quinolin-8-yl)benzenesulfonamide